NC1=C(C=C(C(=O)NC=2C(N(C=CC2C)C(C(=O)N[C@@H]2C(OC(C2)=O)OCC)C)=O)C=C1)Cl 4-amino-3-chloro-N-(1-(1-(((3S)-2-ethoxy-5-oxotetrahydrofuran-3-yl)amino)-1-oxopropan-2-yl)-4-methyl-2-oxo-1,2-dihydropyridin-3-yl)benzamide